C(C=C)(=O)OCCCCCCCCCC[Si](OC)(OC)OC acryloxydecyltrimethoxysilan